ClC=1C=C2C(=CC(=NC2=CC1)C(F)(F)F)N[C@@H]1C[C@@H](CCC1)NC(=O)C=1C=NC(=CC1)NCCF N-[(1R,3S)-3-{[6-chloro-2-(trifluoromethyl)quinolin-4-yl]amino}cyclohexyl]-6-[(2-fluoroethyl)amino]pyridine-3-carboxamide